C12(CC(C1)C2)C2=C(C(=NC(=N2)Cl)N)[N+](=O)[O-] 6-(1-bicyclo[1.1.1]pentanyl)-2-chloro-5-nitro-pyrimidin-4-amine